1-(tert-butyl)-N-(8-(2-((1-methyl-1H-pyrazol-4-yl)amino)pyrimidin-4-yl)-2-(oxetan-3-yl)-2,3,4,5-tetrahydro-1H-benzo[c]azepin-5-yl)-1H-1,2,3-triazole-4-carboxamide C(C)(C)(C)N1N=NC(=C1)C(=O)NC1C2=C(CN(CC1)C1COC1)C=C(C=C2)C2=NC(=NC=C2)NC=2C=NN(C2)C